BrC1=CC=C2C=3C=CC(=CC3CC2=C1)C=1N=NNC1C(=O)O 4-(7-bromo-9H-fluoren-2-yl)-1H-1,2,3-triazole-5-carboxylic acid